[Si](C)(C)(C(C)(C)C)OC1CNCCC1CC 3-((tert-butyldimethylsilyl)oxy)-4-ethylpiperidine